1-{4-[3-Bromo-2-isopropyl-7-(1-quinolin-3-yl-ethylamino)-2H-pyrazolo[4,3-d]pyrimidin-5-yl]-piperazin-1-yl}-ethanon BrC=1N(N=C2C1N=C(N=C2NC(C)C=2C=NC1=CC=CC=C1C2)N2CCN(CC2)C(C)=O)C(C)C